2-chloro-1-methylethyl ether ClCC(C)OC(CCl)C